FC(C1=NC(=NC(=N1)C(F)(F)F)N1C(C=2NC3=CC=C(C=C3C2CC1)Cl)CC(COC)COC)(F)F 2-[4,6-bis(trifluoromethyl)-1,3,5-triazin-2-yl]-6-chloro-1-[3-methoxy-2-(methoxymethyl)propyl]-2,3,4,9-tetrahydro-1H-pyrido[3,4-b]indole